formyl-2-naphthylamine C(=O)NC1=CC2=CC=CC=C2C=C1